C(C)C1=NC(=CC=C1N1CN(C2=CC(=CC=C2C1=O)C(F)(F)F)C1=C(C=C(C=C1)F)C(C)C)OC 3-(2-ethyl-6-methoxypyridin-3-yl)-1-(4-fluoro-2-isopropylphenyl)-7-(trifluoromethyl)-2,3-dihydroquinazolin-4(1H)-one